CC(COC(\C(\CCCCCCCCCC)=C/CCCCCCCCCCC)OCC(CC)C)CC Z-11-(bis((2-methylbutyl)oxy)methyl)tricos-11-ene